1-(Acetamido)-5-trifluoromethyl-indole C(C)(=O)NN1C=CC2=CC(=CC=C12)C(F)(F)F